C(C1=CC=CC=C1)OC=1C(=C(C=CC1OC)CCNC(\C=C\C1=CC2=C(OCO2)C=C1C)=O)Cl (E)-N-[2-(3-benzyloxy-2-chloro-4-methoxy-phenyl)ethyl]-3-(6-methyl-1,3-benzodioxol-5-yl)prop-2-enamide